COC(/C(=N/OC)/C1=C(C(=CC=C1)C)CO/N=C/1\CCC2=CC=CC=C12)=O.SC1=CC=CC2=C1N=C(S2)C#N mercaptobenzothiazolecarbonitrile Methyl-(2E)-2-[2-[[(E)-indan-1-ylideneamino]oxymethyl]-3-methyl-phenyl]-2-methoxyimino-acetate